5-fluoro-N-isopropyl-N-methyl-2-(7-(piperidin-4-yl)-5H-pyrrolo[3,2-d]pyrimidin-5-yl)benzamide diglycolate C(COCC(=O)O)(=O)O.FC=1C=CC(=C(C(=O)N(C)C(C)C)C1)N1C=C(C=2N=CN=CC21)C2CCNCC2